S1C(=C(C=C1)C=O)C=O thiophene-2,3-dicarbaldehyde